CC1(OB(OC1(C)C)C=1C=NN(C1)CCC1CCN(CC1)C(=O)[O-])C 4-(2-(4-(4,4,5,5-tetramethyl-1,3,2-dioxaborolane-2-yl)-1H-pyrazol-1-yl) Ethyl)piperidine-1-carboxylate